6-Diethylamino-1-methyl-2-(6-trifluoromethoxy-benzothiazol-2-ylamino)-1H-benzoimidazole-5-carboxylic acid dimethylcarbamoylmethyl-amide CN(C(=O)CNC(=O)C1=CC2=C(N(C(=N2)NC=2SC3=C(N2)C=CC(=C3)OC(F)(F)F)C)C=C1N(CC)CC)C